5-[2-(2-methoxyethoxy)ethoxy]-1-methyl-1H-pyrazole-3-carboxylic acid COCCOCCOC1=CC(=NN1C)C(=O)O